(R)-3-(2-amino-3-(pyridin-2-yl)propanamido)benzamide N[C@@H](C(=O)NC=1C=C(C(=O)N)C=CC1)CC1=NC=CC=C1